4-methoxy-N-methyl-N-(2-oxo-2-(4-(5-(trifluoromethyl)-1,2,4-oxadiazol-3-yl)phenyl)ethyl)benzenesulfonamide COC1=CC=C(C=C1)S(=O)(=O)N(CC(C1=CC=C(C=C1)C1=NOC(=N1)C(F)(F)F)=O)C